1-Pentyl-1-methylpyrrolidinium cyanid [C-]#N.C(CCCC)[N+]1(CCCC1)C